(±)-trans-N-(4-Phenylpyrrolidin-3-yl)isoquinoline-5-sulfonamide C1(=CC=CC=C1)[C@H]1[C@@H](CNC1)NS(=O)(=O)C=1C=2C=CN=CC2C=CC1 |r|